C(C)(C)(C)OC(=O)N1[C@H](C[C@@H](CC1)O)C(=O)OCC1=CC=CC=C1 (2R,4R)-4-hydroxypiperidine-1,2-dicarboxylic acid 2-benzyl 1-(tert-butyl) ester